FC1=C(C=CC=C1)C1=CC(=CC=C1)F 2,3'-difluoro[1,1'-biphenyl]